N-(2-(4-bromo-1H-indol-3-yl)ethyl)-2-hydroxy-4-methylbenzamide BrC1=C2C(=CNC2=CC=C1)CCNC(C1=C(C=C(C=C1)C)O)=O